C(C)(C)(C)C1=CC(=NC=N1)N[C@H](C(=O)O)CCN(CCCCC1=NC=2NCCCC2C=C1)CCOC1=NC=CC=C1 (S)-2-((6-(tert-butyl)pyrimidin-4-yl)amino)-4-((2-(pyridin-2-yloxy)ethyl)(4-(5,6,7,8-tetrahydro-1,8-naphthyridin-2-yl)butyl)amino)butanoic acid